2,5-dioxopyrrolidin-1-yl 2-(4-methoxyphenyl)acetate COC1=CC=C(C=C1)CC(=O)ON1C(CCC1=O)=O